OC1=CC=2CC[C@H]3[C@@H]4CCC[C@@]4(C)CC[C@@H]3C2C=C1 3-hydroxyestra-1,3,5(10)-trien